Racemic-N-(1-(6,7-difluoro-1-oxo-1,2-dihydroisoquinolin-4-yl)ethyl)-8-fluoro-N-methylindolizine-2-carboxamide FC=1C=C2C(=CNC(C2=CC1F)=O)[C@@H](C)N(C(=O)C=1C=C2C(=CC=CN2C1)F)C |r|